N1(CCCCCC1)C1=NC=NC(=C1C)NC1=NNC(=C1)C 4-(azepan-1-yl)-5-methyl-6-((5-methyl-1H-pyrazol-3-yl)amino)pyrimidin